(5-chloro-2-{[5-(prop-2-en-1-yloxy)-3,4-dihydroisoquinolin-2(1H)-yl]carbonyl}phenyl)-1,2-dimethyl-1H-pyrrole-3-carboxylic acid ClC=1C=CC(=C(C1)C=1C(=C(N(C1)C)C)C(=O)O)C(=O)N1CC2=CC=CC(=C2CC1)OCC=C